tert-butyl N-[(3R)-5-[(4-chlorophenyl)methyl]-8-fluoro-4-oxo-7-[3-(2,2,2-trifluoroethyl)-1,2,4-oxadiazol-5-yl]-2,3-dihydro-1,5-benzothiazepin-3-yl]carbamate ClC1=CC=C(C=C1)CN1C([C@H](CSC2=C1C=C(C(=C2)F)C2=NC(=NO2)CC(F)(F)F)NC(OC(C)(C)C)=O)=O